N1CC(C1)C#CC=1C=C2CNC(C2=CC1)=O 5-(azetidin-3-ylethynyl)-1-oxoisoindoline